epoxy-thiazole S1C2=NC(=C1)O2